CN1N=CC(=C1)N1C(C2=C(CCC1)C=CN2)=O 7-(1-methyl-1H-pyrazol-4-yl)-1H,4H,5H,6H,7H,8H-pyrrolo[2,3-c]azepin-8-one